N1(CCCCC1)S(=O)(=O)C=1C=C(C=CC1)C1=CC=C(C=C1)C=1N=NNC1C(=O)O 4-(3'-(piperidin-1-ylsulfonyl)-[1,1'-biphenyl]-4-yl)-1H-1,2,3-triazole-5-carboxylic acid